NC1=NC=CC(=N1)C(C(=O)NCC=1C=C2CN(C(C2=CC1)=O)C1C(NC(CC1)=O)=O)(F)F 2-(2-aminopyrimidin-4-yl)-N-((2-(2,6-dioxopiperidin-3-yl)-1-oxoisoindolin-5-yl)methyl)-2,2-difluoroacetamide